6-chloro-3-(2,3-dichlorophenyl)pyrazine ClC1=CN=C(C=N1)C1=C(C(=CC=C1)Cl)Cl